C1(CC1)NC(=O)C1=NC(=NC=C1)N1[C@@H](C2=C(CC1)NC=N2)C2=NN1C(C=CC=C1)=C2 (S)-N-cyclopropyl-2-(4-(pyrazolo[1,5-a]pyridin-2-yl)-1,4,6,7-tetrahydro-5H-imidazo[4,5-c]pyridin-5-yl)pyrimidine-4-carboxamide